2-ethyl-propane-2-sulfinamide C(C)C(C)(C)S(=O)N